2-((S)-1-chloroethyl)-1-(((S)-oxetane-2-yl)methyl)-1H-benzo[d]imidazole-6-carboxylic acid methyl ester COC(=O)C=1C=CC2=C(N(C(=N2)[C@H](C)Cl)C[C@H]2OCC2)C1